ClC=1N=CC(=C2C1NC=C2)C(F)(F)F 7-chloro-4-(trifluoromethyl)-1H-pyrrolo[2,3-c]Pyridine